C(C)(=O)C1=NN(C2=CC=C(C=C12)C=1C=NC(=NC1)C)CC(=O)N1[C@@H](C[C@H](C1)F)C(=O)OC methyl (2S,4R)-1-(2-(3-acetyl-5-(2-methylpyrimidin-5-yl)-1H-indazol-1-yl)acetyl)-4-fluoropyrrolidine-2-carboxylate